3-amino-1,1,1-trifluoro-2-methylpropan-2-ol HCl Cl.NCC(C(F)(F)F)(O)C